1,8-diazabicyclo[5.4.0]undeca-7-ene N12CCCCCC2=NCCC1